C(C1=CC=CC=C1)(=O)NC=1C=C2C(=CNC2=CC1)C1=CCN2CCCC2C1 5-benzoylamino-3-(1,2,3,4,5,8-hexahydroindolizin-7-yl)-1H-indole